1-[4-(2-hydroxyethoxy)-phenyl]-2-hydroxy-2-methyl-propan-1-one OCCOC1=CC=C(C=C1)C(C(C)(C)O)=O